N-((S)-3,3-difluorocyclopentyl)-7-(1-(1-ethoxyethyl)-1H-pyrazol-4-yl)-8-isopropoxy-[1,2,4]triazolo[1,5-c]pyrimidin-2-amine FC1(C[C@H](CC1)NC1=NN2C=NC(=C(C2=N1)OC(C)C)C=1C=NN(C1)C(C)OCC)F